FC1=C(C=C(C(=C1O)F)C(F)(F)F)C=1OC2=C(N1)C=C(C=C2)C=O (2-(2,4-difluoro-3-hydroxy-5-(trifluoromethyl)phenyl)benzo[d]oxazol-5-yl)methanone